(2R,5R)-1-(4-bromothiophene-2-carbonyl)-5-phenylpyrrolidine-2-carboxylic acid BrC=1C=C(SC1)C(=O)N1[C@H](CC[C@@H]1C1=CC=CC=C1)C(=O)O